C(C)(C)(C)OC(NC(COCC1=C(C=C(C(=C1)N)OC)F)C)=O (1-((5-amino-2-fluoro-4-methoxybenzyl)oxy)propan-2-yl)carbamic acid tert-butyl ester